N1C(=NC=C1)C1C(=C(C(CC1)(C)C)/C=C/C(=C/C=C/C(=C/C(=O)NC1=CC=CC=C1)/C)/C)C (2E,4E,6E,8E)-9-(3-imidazolyl-2,6,6-trimethylcyclohex-1-enyl)-3,7-dimethyl-N-phenylnona-2,4,6,8-tetraenamide